C1(CC1)C1=CC(=C(C(=O)NC=2C(=C(C=C(C2)F)C2=NC=NC(=C2OC[C@H]2N(CCC2)C(=O)OC(C)(C)C)NC)C)C=C1)F tert-butyl (S)-2-(((4-(3-(4-cyclopropyl-2-fluorobenzamido)-5-fluoro-2-methylphenyl)-6-(methylamino)pyrimidin-5-yl)oxy)methyl)pyrrolidine-1-carboxylate